ethyl 6-bromopyrazolo[1,5-a]pyrazine-3-carboxylate BrC=1N=CC=2N(C1)N=CC2C(=O)OCC